ClC=1C(=NC=CC1)N1C(C2=NC=CN=C2C1)=O 6-(3-chloro-pyridin-2-yl)-7-oxo-6,7-dihydro-5H-pyrrolo[3,4-b]pyrazine